ClC=1C(=C(C=CC1)C1(NC=NC2=CC(=C(C=C12)N)C#CC1(CN(C1)C)C)N)F 4-(3-chloro-2-fluorophenyl)-7-((1,3-dimethylazetidin-3-yl)ethynyl)quinazoline-4,6-diamine